cis-8-dimethylamino-1-[(1-hydroxy-cyclobutyl)-methyl]-3-(2-methyl-pyrimidin-5-yl)-8-phenyl-1,3-diazaspiro[4.5]decan-2-one CN(C1(CCC2(CN(C(N2CC2(CCC2)O)=O)C=2C=NC(=NC2)C)CC1)C1=CC=CC=C1)C